FC1=C(CNC2=C3N=CN(C3=NC(=N2)C=2C=NC=CC2)[C@H]2[C@@H]([C@@H]([C@H](O2)C(=O)NC)O)O)C=C(C=C1)C (2S,3S,4R,5R)-5-(6-(2-fluoro-5-methylbenzylamino)-2-(pyridin-3-yl)-9H-purin-9-yl)-3,4-dihydroxyl-N-methyl-tetrahydrofuran-2-formamide